OC1=C(C=CC(=C1O)CCCC)C1=NC(=NC(=N1)C1=C(C(=C(C=C1)CCCC)O)O)C1=C(C(=C(C=C1)CCCC)O)CCCC 2,4-bis(2-hydroxy-4-butylhydroxyphenyl)-6-(2,4-bisbutylhydroxyphenyl)-1,3,5-triazine